CN(CC(C)C=1C(=C(C(=C2C=NNC12)C=1N=CC=2N(C1)C=C(N2)NC(=O)[C@H]2[C@H](C2)F)C)F)C (1s,2s)-N-(6-(7-(1-(dimethylamino)propan-2-yl)-6-fluoro-5-methyl-1H-indazol-4-yl)imidazo[1,2-a]pyrazin-2-yl)-2-fluorocyclopropane-1-carboxamide